5-methoxy-2-methyl-4-nitro-aniline COC=1C(=CC(=C(N)C1)C)[N+](=O)[O-]